4-(6-(((1s,2s,3r,5r)-2-fluoro-1,5-dimethyl-8-azabicyclo[3.2.1]oct-3-yl)oxy)pyridazin-3-yl)-3-hydroxybenzonitrile F[C@H]1[C@@]2(CC[C@](C[C@H]1OC1=CC=C(N=N1)C1=C(C=C(C#N)C=C1)O)(N2)C)C